(1r,3r)-1-(5-bromopyridin-2-yl)-3-(5-((2,4-dimethoxybenzyl)amino)-7-methoxy-[1,2,4]triazolo[1,5-c]quinazolin-2-yl)cyclobutan-1-ol BrC=1C=CC(=NC1)C1(CC(C1)C1=NN2C(=NC=3C(=CC=CC3C2=N1)OC)NCC1=C(C=C(C=C1)OC)OC)O